3-[2-(4,4-difluoro-1-piperidinyl)ethoxy]pyrrolidine-1-carboxylic acid benzyl ester C(C1=CC=CC=C1)OC(=O)N1CC(CC1)OCCN1CCC(CC1)(F)F